(R)-7-(6-(1-(2,2-difluoro-1-(4-fluorophenyl)propyl)-1H-pyrazol-4-yl)pyrazin-2-yl)-6-fluoro-[1,2,4]triazolo-[1,5-a]pyridin-2-amine FC([C@@H](C1=CC=C(C=C1)F)N1N=CC(=C1)C1=CN=CC(=N1)C1=CC=2N(C=C1F)N=C(N2)N)(C)F